C(CCC)OC(C(C)(C)C1=CC(=C2[C@H]3[C@H](C(OC2=C1)(C)C)CC[C@@H](C3)O)O)=O Butyl-2-((6aR,9S,10aR)-6a,7,8,9,10,10a-hexahydro-1,9-dihydroxy-6,6-dimethyl-6H-benzo[c]chromen-3-yl)-2-methylpropanoate